C[C@]1(CCC=2N(C3=CC=CC=C3C2C1=O)S(=O)(=O)C)C(=O)N (R)-3-Methyl-9-(methylsulfonyl)-4-oxo-2,3,4,9-tetrahydro-1H-carbazole-3-carboxamide